F[C@@H]1C[C@H](N(C1)C(CC1=CN=NN1)=O)C(=O)N[C@@H](C1=CC=C(C=C1)F)C1=CC(=C(C=C1)C(C)C)F (2S,4R)-4-fluoro-N-[(S)-[3-fluoro-4-(propan-2-yl)phenyl](4-fluorophenyl)methyl]-1-[2-(1H-1,2,3-triazol-5-yl)acetyl]pyrrolidine-2-carboxamide